(S)-2-(1-(3-chloropyridin-4-yl)cyclopropane-1-carboxamido)-4-(((S)-3-fluoro-2-methoxypropyl)(4-(5,6,7,8-tetrahydro-1,8-naphthyridin-2-yl)butyl)amino)butanoic acid ClC=1C=NC=CC1C1(CC1)C(=O)N[C@H](C(=O)O)CCN(CCCCC1=NC=2NCCCC2C=C1)C[C@@H](CF)OC